NC1CCCCC1 (1S,2R)-2-aminocyclohexane